(R)-5-(2,5-dichloro-4-(5-(8-chloro-6-(trifluoromethyl)imidazo[1,2-a]pyridin-2-yl)-1,2,4-oxadiazol-3-yl)phenoxy)-1-methylpiperidin-2-one ClC1=C(O[C@@H]2CCC(N(C2)C)=O)C=C(C(=C1)C1=NOC(=N1)C=1N=C2N(C=C(C=C2Cl)C(F)(F)F)C1)Cl